C(#N)C1=CC=CC=2SC(=CC21)B(O)O 4-CYANOBENZO[B]THIOPHEN-2-YLBORONIC ACID